4,6-dichloro-1-methyl-2-oxo-1,5-naphthyridine-3-carbonitrile ClC1=C(C(N(C2=CC=C(N=C12)Cl)C)=O)C#N